NC=1C(=NC=C(C1)S(=O)(=O)C1=CC=C(C=C1)F)C1=NN=C(O1)CO {5-[3-amino-5-(4-fluorobenzene-1-sulfonyl)pyridin-2-yl]-1,3,4-oxadiazol-2-yl}methanol